(4aR,6R,7R,8S,8aR)-2,2-dimethyl-8-(4-(3,4,5-trifluorophenyl)-1H-1,2,3-triazol-1-yl)-7-((trimethylsilyl)oxy)hexahydropyrano[3,2-d][1,3]dioxine-6-carboxylic acid CC1(OC[C@@H]2[C@H](O1)[C@@H]([C@H]([C@@H](O2)C(=O)O)O[Si](C)(C)C)N2N=NC(=C2)C2=CC(=C(C(=C2)F)F)F)C